3-benzyl-1-(trans-4-((5-cyano-4-((3-hydroxypropyl)amino)pyrimidin-2-yl)amino)cyclohexyl)-1-(4-(1-methyl-1H-pyrazol-4-yl)phenyl)urea C(C1=CC=CC=C1)NC(N(C1=CC=C(C=C1)C=1C=NN(C1)C)[C@@H]1CC[C@H](CC1)NC1=NC=C(C(=N1)NCCCO)C#N)=O